rac-(1R,3R)-N1,N1-dimethyl-N3-(6-(4,4,5,5-tetramethyl-1,3,2-dioxaborolan-2-yl)quinazolin-2-yl)cyclohexane-1,3-diamine CN([C@H]1C[C@@H](CCC1)NC1=NC2=CC=C(C=C2C=N1)B1OC(C(O1)(C)C)(C)C)C |r|